C(C)(C)(C)OC(=O)N1C[C@@H]([C@H](CC1)OCC1CN(C1)C1=CC=CC=2N(C(N(C21)C)=O)C2C(NC(CC2)=O)=O)F (3s,4s)-4-[[1-[1-(2,6-dioxo-3-piperidinyl)-3-methyl-2-oxo-benzoimidazol-4-yl]azetidin-3-yl]methoxy]-3-fluoro-piperidine-1-carboxylic acid tert-butyl ester